FC1=C(C(=C(C=C1C(F)(F)F)O)C1=CC2=C(N=N1)N(C=C2C)C2CC(C2)(C)O)C 4-fluoro-2-[7-(cis-3-hydroxy-3-methylcyclobutyl)-5-methyl-7H-pyrrolo[2,3-c]pyridazin-3-yl]-3-methyl-5-(trifluoromethyl)phenol